NC1=NC(N(C=C1)CCCl)=O 4-amino-1-(2-chloroethyl)pyrimidin-2(1H)-one